C6-chloro-1-(6-(3-(dimethyl-amino)azetidin-1-yl)pyridin-3-yl)-4-oxo-7-(pyrrolidin-1-yl)-1,4-dihydro-quinoline-3-carboxylic acid ClC=1C=C2C(C(=CN(C2=CC1N1CCCC1)C=1C=NC(=CC1)N1CC(C1)N(C)C)C(=O)O)=O